Tert-Butyl 4-chloro-7-((6-((dimethylamino)methyl)-5-(tetrahydro-2H-pyran-4-yl)pyridin-2-yl)amino)-1-oxoisoindoline-2-carboxylate ClC1=C2CN(C(C2=C(C=C1)NC1=NC(=C(C=C1)C1CCOCC1)CN(C)C)=O)C(=O)OC(C)(C)C